N1N=CC(=C1)C(=O)N (E)-1H-pyrazole-4-carboxamide